CN(C(O)=O)C1=NC=CC2=CC(=CC=C12)Br.BrC1=CC(=CC(=C1)OC)OC 1-bromo-3,5-dimethoxybenzene Methyl-(6-bromoisoquinolin-1-yl)carbamate